NCCCN1CCC2(CCN(CC2)C2=CC=C(C=C2)C2C(NC(CC2)=O)=O)CC1 3-(4-(9-(3-aminopropyl)-3,9-diazaspiro[5.5]undecan-3-yl)phenyl)piperidine-2,6-dione